((6-fluoroquinolin-4-yl)oxy)acetic acid FC=1C=C2C(=CC=NC2=CC1)OCC(=O)O